CNC(OCC)=O Ethyl N-methylcarbamate